ClC1=NC(=C(C(=N1)Cl)[N+](=O)[O-])Cl 2,4,6-Trichloro-5-nitropyrimidine